(2S)-2-(4-bromo-2-fluorophenoxy)-N-methanesulfonylpropanamide BrC1=CC(=C(O[C@H](C(=O)NS(=O)(=O)C)C)C=C1)F